N1N=C(C=C1)O pyrazolol